FC1=CC=C(C=C1)N1N=CC(=C1)C=1C2=C(N=CN1)OC(=C2)I (4-fluorophenyl)-4-{6-iodofuro[2,3-d]pyrimidin-4-yl}-1H-pyrazole